2-(3,4-dihydroxyphenyl)-3,5-dihydroxy-chromen-4-one OC=1C=C(C=CC1O)C=1OC2=CC=CC(=C2C(C1O)=O)O